2-butyl-3-(3-methyl-4-(4,4,5,5-Tetramethyl-1,3,2-dioxaborolan-2-yl)benzyl)-1,3-diazaspiro[4.4]non-1-en-4-one C(CCC)C1=NC2(C(N1CC1=CC(=C(C=C1)B1OC(C(O1)(C)C)(C)C)C)=O)CCCC2